COC(=O)C1OC1 cis-methoxycarbonyloxirane